CO[Si](OCCCC)(OCC)OC Dimethoxymonoethoxymonobutoxysilane